NC1=CC=C(OCCCCCCO)C=C1 6-(4-Aminophenoxy)-1-hexanol